5-((5-(3-(5-ethyloxazol-2-yl)cyclopentyl)-1H-pyrazol-3-yl)amino)-1,3-dihydrobenzo[c]isothiazole 2,2-dioxide C(C)C1=CN=C(O1)C1CC(CC1)C1=CC(=NN1)NC1=CC2=C(NS(C2)(=O)=O)C=C1